ClC1=CC=C(CNC(=O)NC2=CC=C(C=C2)CN[C@@H]2C(N(CC2)C)=O)C=C1 (S)-1-(4-chlorobenzyl)-3-(4-(((1-methyl-2-oxopyrrolidin-3-yl)amino)methyl)phenyl)urea